C(C)(C)(C)OC(=O)N1C[C@@H](CCC1)N1N=C(C=2C1=NC=NC2N)C2=CC=C(C=1CCOC12)NC(C1=CN=C(C=C1)OC)=O (R)-3-(4-amino-3-(4-(6-methoxynicotinamido)-2,3-dihydrobenzofuran-7-yl)-1H-pyrazolo[3,4-d]pyrimidin-1-yl)piperidine-1-carboxylic acid tert-butyl ester